Ethyl cis-3-{[5-(trifluoromethyl)pyridin-2-yl]oxy}cyclobutane-1-carboxylate FC(C=1C=CC(=NC1)O[C@H]1C[C@H](C1)C(=O)OCC)(F)F